2,2'-bis(dicyclohexylphosphino)-6,6'-dimethyl-1,1'-Biphenyl C1(CCCCC1)P(C1=C(C(=CC=C1)C)C1=C(C=CC=C1C)P(C1CCCCC1)C1CCCCC1)C1CCCCC1